CC1=C(C=2N(C=C1C1=C(C=3N=C(SC3N1)N1[C@H](CN([C@@H](C1)C)CC)C)C(C)C)N=CN2)C 5-(7,8-dimethyl-[1,2,4]triazolo[1,5-a]pyridin-6-yl)-2-((2S,5R)-4-ethyl-2,5-dimethylpiperazin-1-yl)-6-isopropyl-4H-pyrrolo[3,2-d]thiazole